C1(CC1)C=1C=CC(=C(C1)O)C=1N=NC(=CC1C)N[C@H]1CN(CCC1)C (R)-5-Cyclopropyl-2-(4-methyl-6-((1-methylpiperidin-3-yl)amino)pyridazin-3-yl)phenol